ethyl-methyltrisiloxane C(C)[SiH](O[SiH2]O[SiH3])C